C1(=CC=C(C=C1)C=1OC(=CN1)C(F)(F)F)C 2-(p-tolyl)-5-(trifluoromethyl)oxazole